2,5-difluoroterephthalic acid FC1=C(C(=O)O)C=C(C(=C1)C(=O)O)F